4-iodo-3-methoxy-pyridine IC1=C(C=NC=C1)OC